hydroxy-methyl-butyric acid OC(C(=O)O)(CC)C